5-(4-(5-(3-aminophenoxy)-1-benzylpiperidin-3-yl)-1H-pyrazol-1-yl)-2,3-dimethoxyphenol NC=1C=C(OC2CC(CN(C2)CC2=CC=CC=C2)C=2C=NN(C2)C=2C=C(C(=C(C2)O)OC)OC)C=CC1